C(C)(C)[C@H]1CC[C@H](CC1)N1CCC(CC1)N1C(=C(C2=CC=CC=C12)CN1CCCC1)CCNNS(=O)=O N-(2-(1-(1-(cis-4-isopropylcyclohexyl)piperidin-4-yl)-3-(pyrrolidin-1-ylmethyl)-1H-indol-2-yl)ethyl)aminosulfonamide